ClC1=CC(=C(C=C1)C1=CC(=CN2C1=NC(=C(C2=O)C)C)N2C[C@@H](O[C@@H](C2)C=2C=NN(C2)C2COC2)C)F 9-(4-chloro-2-fluoro-phenyl)-2,3-dimethyl-7-[(2S,6R)-2-methyl-6-[1-(oxetan-3-yl)pyrazol-4-yl]morpholin-4-yl]pyrido[1,2-a]pyrimidin-4-one